6-chloro-5-(2-fluoro-5-hydroxyphenyl)-1,7-dimethyl-1,3-dihydro-2H-benzo[e][1,4]diazepine-2-One ClC1=C(C=CC=2N(C(CN=C(C21)C2=C(C=CC(=C2)O)F)=O)C)C